C(CCCCCC(=O)O)C(=O)O 1,6-hexanedicarboxylic acid